CCCCCCC1CC1CCCCCCCCCC(=O)O The molecule is a C18, saturated fatty acid composed of octadecanoic acid having an 11,12-methylene substituent forming a cyclopropane. It is a carbocyclic fatty acid, a saturated fatty acid and a long-chain fatty acid.